O-(7-azabenzotriazole-1-yl)-N,N,N',N'-tetramethyluronium hexafluorophosphate salt F[P-](F)(F)(F)(F)F.N1(N=NC2=C1N=CC=C2)OC(=[N+](C)C)N(C)C